(3R)-3-amino-5-[(4-chlorophenyl)methyl]-8-fluoro-7-[5-(2-oxa-5-azabicyclo[4.1.0]heptan-5-yl)-1,2,4-oxadiazol-3-yl]-1,1-dioxo-2,3-dihydro-1lambda6,5-benzothiazepin-4-one N[C@H]1CS(C2=C(N(C1=O)CC1=CC=C(C=C1)Cl)C=C(C(=C2)F)C2=NOC(=N2)N2CCOC1CC21)(=O)=O